1-(6-chloropyridin-2-yl)-4-formyl-1H-pyrazol-3-yl triflate O(S(=O)(=O)C(F)(F)F)C1=NN(C=C1C=O)C1=NC(=CC=C1)Cl